C(CCCCCCC)(=O)OCCOCCOCCOC(CCCCCCC)=O triethylene glycol di(caprylate)